8-(4-((4,4-Dimethylpiperidin-1-yl)methyl)phenyl)-2-(6-(methylamino)pyrimidin-4-yl)-2,5,8-triazaspiro[3.5]nonan-6-one CC1(CCN(CC1)CC1=CC=C(C=C1)N1CC(NC2(CN(C2)C2=NC=NC(=C2)NC)C1)=O)C